FC=1C=C(C=CC1F)N1C(=C(C2=C1C=C1C=NN(C1=C2)C(C(C)(C)C)=O)I)C2COCCC2 1-[5-(3,4-difluorophenyl)-7-iodo-6-tetrahydropyran-3-yl-pyrrolo[2,3-f]indazol-1-yl]-2,2-dimethyl-propan-1-one